4-{8-bromopyrrolo[1,2-a]pyrazin-6-yl}azetidine-1-carboxylic acid tert-butyl ester C(C)(C)(C)OC(=O)N1CCC1C1=CC(=C2N1C=CN=C2)Br